1-(hydroxymethyl)-3-(1-oxo-5-(((R)-piperidin-2-yl)methoxy)isoindolin-2-yl)piperidine-2,6-dione OCN1C(C(CCC1=O)N1C(C2=CC=C(C=C2C1)OC[C@@H]1NCCCC1)=O)=O